ClC=1N(C(C2=C(N1)N(N=C2)CC(F)F)=O)C 6-chloro-1-(2,2-difluoroethyl)-5-methyl-1,5-dihydro-4H-pyrazolo[3,4-d]pyrimidin-4-one